(1r,2r)-2-(benzylamino)-1-methylcyclopentanol C(C1=CC=CC=C1)N[C@H]1[C@@](CCC1)(O)C